2-fluoro-1-(2-fluoro-10,11-dihydro-5H-dibenzo[b,e][1,4]diazepin-5-yl)ethan-1-one FCC(=O)N1C2=C(NCC3=C1C=CC(=C3)F)C=CC=C2